BrC1=C(C=C(C(=O)N2CC=3N(C[C@H]2C)C(N(C3C(=O)NCC3=C(C=CC=C3)C3=NC=CC=N3)C3=CC=C(C=C3)N3N=CC=C3)=O)C=C1)Cl |r| rac-(6R)-7-(4-bromo-3-chloro-benzoyl)-6-methyl-3-oxo-2-(4-pyrazol-1-ylphenyl)-N-[(2-pyrimidin-2-ylphenyl)methyl]-6,8-dihydro-5H-imidazo[1,5-a]pyrazine-1-carboxamide